ethyl 4-(benzyloxy)-7-isopropyl-11-oxo-7,11-dihydro-6H-furo[2,3-H]pyrido[2,1-a]isoquinoline-10-carboxylate C(C1=CC=CC=C1)OC1=CC=2CC(N3C(C2C2=C1OC=C2)=CC(C(=C3)C(=O)OCC)=O)C(C)C